3-amino-[1,1'-biphenyl]-4-ol NC=1C=C(C=CC1O)C1=CC=CC=C1